Cl.Cl.C(C)OC=1C=CC(=NC1)C=1N(C(=NN1)C12CC(C1)(C2)N)C2=CC=NC=C2 3-(5-(5-ethoxypyridin-2-yl)-4-(pyridin-4-yl)-4H-1,2,4-triazol-3-yl)bicyclo[1.1.1]Pentane-1-amine dihydrochloride